2-((3,3-difluoroazetidin-1-yl)methyl)-4-methyl-6-((triisopropylsilyl)ethynyl)pyrimidine FC1(CN(C1)CC1=NC(=CC(=N1)C)C#C[Si](C(C)C)(C(C)C)C(C)C)F